[(3S*,4R*,Z)-4-(2,6-difluoro-4-methoxyphenyl)-2-(morpholinoimino)pyrrolidin-3-yl]carbamic acid benzyl ester C(C1=CC=CC=C1)OC(N[C@@H]1/C(/NC[C@H]1C1=C(C=C(C=C1F)OC)F)=N/N1CCOCC1)=O |o1:10,14|